C(C)(C)(C)NS(=O)(=O)C1=C(C=CC(=C1)OC(C)C)C1=CN=C(S1)[C@@H]1CC[C@H](CC1)NC(OC(C)C)=O isopropyl (trans-4-(5-(2-(N-(tert-butyl)sulfamoyl)-4-isopropoxyphenyl)thiazol-2-yl)cyclohexyl)carbamate